N-[(4-chlorophenyl)(8-hydroxy-5-nitroquinolin-7-yl)methyl]pentanamide ClC1=CC=C(C=C1)C(NC(CCCC)=O)C1=CC(=C2C=CC=NC2=C1O)[N+](=O)[O-]